dimethylsulfinamide hydrochloride Cl.CN(S=O)C